2-(2-(2-(2-carboxyethoxy)ethoxy)ethoxy)-N,N,N-trimethylethan-1-aminium chloride [Cl-].C(=O)(O)CCOCCOCCOCC[N+](C)(C)C